C(C)(C)(C)C1=CC=C(C=C1)O 4-tertiary butyl-phenol